C(C)N1CCC(CC1)N1C(NC2=C1C(=CC(=C2)C=2C=C(C=1N(C2)N=CN1)C)C)=O 1-(1-ethylpiperidin-4-yl)-7-methyl-5-(8-methyl-[1,2,4]triazolo[1,5-a]pyridin-6-yl)-1,3-dihydro-2H-benzo[d]imidazol-2-one